FC=1C=C(CC=2C=C3C(N(C=NC3=C(C2C)C)[C@H]2CCOC[C@@H]2O)=O)C=CC1C(NCCCS(=O)(=O)C)=O 1,5-anhydro-2,3-dideoxy-3-(6-(3-fluoro-4-((3-(methylsulfonyl)propyl)-carbamoyl)benzyl)-7,8-dimethyl-4-oxoquinazolin-3(4H)-yl)-L-threo-pentitol